2-amino-4-acetylaminobutanoic acid NC(C(=O)O)CCNC(C)=O